9-(2,4-Disulfonatophenyl)3,6-bis(diethylamino)xanthylium S(=O)(=O)([O-])C1=C(C=CC(=C1)S(=O)(=O)[O-])C=1C2=CC=C(C=C2[O+]=C2C=C(C=CC12)N(CC)CC)N(CC)CC